C1(CCCC1)N1N=CC=C1C(=O)N[C@@H](CC)C1=NC(=NO1)C1=CC(=NC=C1)C (S)-1-cyclopentyl-N-(1-(3-(2-methylpyridin-4-yl)-1,2,4-oxadiazol-5-yl)propyl)-1H-pyrazole-5-carboxamide